S(=O)(=O)(C1=CC=C(C)C=C1)ON=C(C#N)C1=CSC=C1 α-(tosyloxyimino)-3-thienyl-Acetonitrile